1-(2-fluorophenyl)-2,3-dihydro-1H-pyrrolo[2,3-b]pyridine-5-carbonitrile FC1=C(C=CC=C1)N1CCC=2C1=NC=C(C2)C#N